[BH4-].[Na+].OC1=C(C=C(C(=O)OC(C)(C)C)C=C1)CO tert-butyl 4-hydroxy-3-(hydroxymethyl)benzoate Sodium borohydride